O=C1NC(CCC1N1C(C2=CC=C(C=C2C1=O)OCCOCCOCCOCCOCCCNC(COC1=CC=C(C=C1)OC=1C=NC=C(C1)C(F)(F)F)=O)=O)=O N-[3-[2-[2-[2-[2-[2-(2,6-dioxo-3-piperidyl)-1,3-dioxo-isoindolin-5-yl]oxyethoxy]-ethoxy]ethoxy]ethoxy]propyl]-2-[4-[[5-(trifluoromethyl)-3-pyridyl]oxy]phenoxy]acetamide